benzyl 3-(4-chlorothieno[2,3-b]pyridin-2-yl)-2-methyl-2,5-dihydro-1H-pyrrole-1-carboxylate ClC1=C2C(=NC=C1)SC(=C2)C=2C(N(CC2)C(=O)OCC2=CC=CC=C2)C